(E)-(1,3-diphenyl-5-styryl-1H-pyrazole-4-carbonyl)phenylalanine ethyl ester C(C)OC([C@@H](NC(=O)C=1C(=NN(C1\C=C\C1=CC=CC=C1)C1=CC=CC=C1)C1=CC=CC=C1)CC1=CC=CC=C1)=O